methyl 2-((2-(((tert-butoxycarbonyl) (2-(6-methoxy-3-nitropyridin-2-yl) ethyl)-amino) methyl)-3,4-difluorophenyl) amino)-5-fluoro-4-(trifluoromethyl)-benzoate C(C)(C)(C)OC(=O)N(CCC1=NC(=CC=C1[N+](=O)[O-])OC)CC1=C(C=CC(=C1F)F)NC1=C(C(=O)OC)C=C(C(=C1)C(F)(F)F)F